1-(2-(4-cyclobutyl-2-hydroxyphenyl)-5-(8-(trifluoromethyl)quinazoline-5-carbonyl)-2,3,4,5,5a,6,8,9-octahydro-7H-1,2,5,7-tetraazabenzo[cd]azulen-7-yl)prop-2-en-1-one C1(CCC1)C1=CC(=C(C=C1)N1N=C2CCN(CC3C2=C1CCN3C(=O)C=3C=1C=NC=NC1C(=CC3)C(F)(F)F)C(C=C)=O)O